FC(C(=O)O)(F)F.N[C@H]1CN(CCC1)C(=O)C=1C=C2OCCN3C(=NC(C1)=C32)C=3N(C2=CC=CC=C2C3)CC3=CC=C(C=C3)CO (R)-(3-aminopiperidin-1-yl)(2-(1-(4-(hydroxymethyl)benzyl)-1H-indol-2-yl)-3,4-dihydro-5-oxa-1,2a-diazaacenaphthylen-7-yl)methanone Trifluoroacetic Acid Salt